FC1=CC=C(C=C1)C1=NN2C(C=NCC2)=C1C1=CC=NC=C1 2-(4-fluorophenyl)-3-(pyridin-4-yl)-6,7-dihydropyrazolo[1,5-a]pyrazin